NC(=C1C(N(C(N(C1=O)C1CCC(CC1)(C)CN1C(NC(C1(C)C)=O)=O)=O)CC(C)C)=O)N 5-(Diaminomethylene)-1-((1s,4s)-4-((5,5-dimethyl-2,4-dioxoimidazolidin-1-yl)methyl)-4-methylcyclohexyl)-3-isobutylpyrimidine-2,4,6(1H,3H,5H)-trione